4-amino-N'-((1S,2S)-2-fluorocyclopropane-1-carbonyl)-N',1-dimethyl-N-((5-(trifluoromethyl)pyridin-2-yl)methyl)-1H-pyrazolo[4,3-c]quinoline-8-carbohydrazide NC1=NC=2C=CC(=CC2C2=C1C=NN2C)C(=O)N(N(C)C(=O)[C@H]2[C@H](C2)F)CC2=NC=C(C=C2)C(F)(F)F